(S)-2-(tert-butoxy)-2-(7-(4-chlorophenyl)-5-methyl-2-(3-(1-(oxetan-3-yl)piperidin-4-yl)-1H-pyrazolo[4,3-b]pyridin-5-yl)benzo[d]thiazol-6-yl)acetic acid C(C)(C)(C)O[C@H](C(=O)O)C1=C(C2=C(N=C(S2)C2=CC=C3C(=N2)C(=NN3)C3CCN(CC3)C3COC3)C=C1C)C1=CC=C(C=C1)Cl